(S)-2-(2-chloro-6-fluorobenzamido)-3-(4-(7-fluoro-3-methyl-2-oxo-2,3-dihydro-1H-benzo[d]imidazol-1-yl)phenyl)propionic acid ClC1=C(C(=O)N[C@H](C(=O)O)CC2=CC=C(C=C2)N2C(N(C3=C2C(=CC=C3)F)C)=O)C(=CC=C1)F